C[Si](CCN([C@@H](C(C)C)C(=O)N[C@@H](CCCNC(N)=O)C(=O)N[C@@H](CCCCN)C(=O)[O-])C(CCCCCN1C(C=CC1=O)=O)=O)(C)C 2-(trimethylsilyl)ethyl-N-[6-(2,5-dioxo-2,5-dihydro-1H-pyrrol-1-yl)hexanoyl]-L-valyl-N5-carbamoyl-L-ornithyl-L-lysinat